N[C@@H](CCC(=O)O)C(=O)N[C@@H](CC(C)C)C(=O)O glutamyl-leucine